5-chloro-N-[4-methyl-3-(trifluoromethyl)phenyl]-2-(4-nitrophenyl)pyridine-3-carboxamide ClC=1C=C(C(=NC1)C1=CC=C(C=C1)[N+](=O)[O-])C(=O)NC1=CC(=C(C=C1)C)C(F)(F)F